(1R,2R)-N-(3-(2-ethoxypyridin-3-yl)-1H-pyrrolo[2,3-b]pyridin-6-yl)-2-fluorocyclopropane-1-carboxamide C(C)OC1=NC=CC=C1C1=CNC2=NC(=CC=C21)NC(=O)[C@@H]2[C@@H](C2)F